anthracene-3(4H)-carboxylic acid tert-butyl ester C(C)(C)(C)OC(=O)C1C=CC2=CC3=CC=CC=C3C=C2C1